4'-(2-cyanostyryl)-3-cyanostilbene C(#N)C1=C(C=CC2=CC=C(C=CC3=CC(=CC=C3)C#N)C=C2)C=CC=C1